OC([C@@]12CCC[C@H]1[C@@H]1CC=C3CCCC[C@]3(C)[C@H]1CC2)(OCC2CCCO2)O (1S,3R)-dihydroxy-(20S)-tetrahydrofurfuryl-oxy-androst-5-ene